O=C1N(C(C2=CC=CC=C12)=O)C1C(CC1)(C#N)O (1,3-dioxo-2,3-dihydro-1H-isoindol-2-yl)-1-hydroxycyclobutane-1-carbonitrile